2-methyl-5-(2H-1,2,3-triazol-2-yl)pyridine CC1=NC=C(C=C1)N1N=CC=N1